ClC1=CC=C(C=C1)C(N1CCNCC1)C1=CC=C(C=C1)OCC#C 1-((4-chlorophenyl)(4-(prop-2-yn-1-yloxy)phenyl)methyl)piperazine